ethyl 1-((3R,4R)-4-(2-chlorophenyl)-1-(2,2,2-trifluoroethyl)pyrrolidine-3-carbonyl)-4-fluoropiperidine-4-carboxylate ClC1=C(C=CC=C1)[C@H]1[C@H](CN(C1)CC(F)(F)F)C(=O)N1CCC(CC1)(C(=O)OCC)F